ClC=1C=CC(=C(CN(C)CC2CCN(CC2)C(=O)N2N=C(C=C2)NS(=O)(=O)C)C1)C(F)(F)F N-(1-(4-(((5-Chloro-2-(trifluoromethyl)benzyl)(methyl)amino)methyl)piperidine-1-carbonyl)-1H-pyrazol-3-yl)methanesulfonamide